CP(=O)(C)C1=C(C=CC=C1)NC1=NC(=NC=C1C(F)(F)F)NC1=CC=C(C(=O)NOCC(C)(C)O)C=C1 4-((4-((2-(dimethylphosphoryl)phenyl)amino)-5-(trifluoromethyl)pyrimidin-2-yl)amino)-N-(2-Hydroxy-2-methylpropoxy)benzamide